C(C)C=1N(C=2N(C(C1N1CCN(CC1)C(=O)C=1C=NN(C1)C)=O)N=C(N2)C2=CC(=NC=C2)OC)CC(=O)N 2-(5-ethyl-2-(2-methoxypyridin-4-yl)-6-(4-(1-methyl-1H-pyrazole-4-carbonyl)piperazin-1-yl)-7-oxo-[1,2,4]triazolo[1,5-a]pyrimidin-4(7H)-yl)acetamide